COC(=O)C1=CC=NN1C\C(=C\Cl)\CN (E)-1-(2-(aminomethyl)-3-chloroallyl)-1H-pyrazole-5-carboxylic acid methyl ester